4-(6-Fluoro-7-(2-fluoro-4-methoxyphenyl)-1-(2-isopropylphenyl)-2-oxo-1,2-dihydroquinolin-4-yl)piperazine-1-carboxylate FC=1C=C2C(=CC(N(C2=CC1C1=C(C=C(C=C1)OC)F)C1=C(C=CC=C1)C(C)C)=O)N1CCN(CC1)C(=O)[O-]